CN1C(=NN=C1)CC1(CC(C1)C#N)C1=CC(=CC=C1)N1C(C2=CC(=CC(=C2C1)C(F)(F)F)CN1C[C@H](OCC1)C)=O (1R,3R)-3-((4-methyl-4H-1,2,4-triazol-3-yl)methyl)-3-(3-(6-(((R)-2-methylmorpholinyl)methyl)-1-oxo-4-(trifluoromethyl)isoindolin-2-yl)phenyl)cyclobutane-1-carbonitrile